4-(4-(4-chlorophenyl)-6-(4-(vinylsulfonyl)piperazin-1-yl)pyrimidin-2-yl)isothiazole ClC1=CC=C(C=C1)C1=NC(=NC(=C1)N1CCN(CC1)S(=O)(=O)C=C)C=1C=NSC1